C(#C)C1=CN=NC=C1 4-Ethynylpyridazine